C1=CC(=C(C=C1C2=[O+]C3=CC(=CC(=C3C=C2O[C@H]4[C@@H]([C@H]([C@H]([C@H](O4)CO)O)O)O)O)O)O)O The molecule is an anthocyanin cation that is cyanidin(1+) carrying a single beta-D-galactosyl substituent at position 3. It has a role as a plant metabolite and a food component. It is a beta-D-galactoside, an anthocyanin cation and a monosaccharide derivative. It derives from a cyanidin cation. It is a conjugate acid of a cyanidin 3-O-beta-D-galactoside betaine.